2-(2-chlorophenyl)-N-[6-(3,5-difluoroanilino)pyridazin-4-yl]acetamide ClC1=C(C=CC=C1)CC(=O)NC1=CN=NC(=C1)NC1=CC(=CC(=C1)F)F